5-bromo-3-((2,2-dimethyltetrahydro-2H-pyran-4-yl)(ethyl)amino)-N-((4-methoxy-6-methyl-2-oxo-1,2-dihydropyridin-3-yl)methyl)-2-methylbenzamide BrC=1C=C(C(=C(C(=O)NCC=2C(NC(=CC2OC)C)=O)C1)C)N(CC)C1CC(OCC1)(C)C